4-(6-fluoro-1-methyl-1,2,3,4-tetrahydrobenzo[4,5]imidazo[1,2-a]pyridin-8-yl)-N-(5-(4-methylpiperazin-1-yl)pyridin-2-yl)pyrimidin-2-amine FC1=CC(=CC2=C1N=C1N2C(CCC1)C)C1=NC(=NC=C1)NC1=NC=C(C=C1)N1CCN(CC1)C